2-isopropyl-heptanol C(C)(C)C(CO)CCCCC